C(#N)N1C[C@@H]2N(CC[C@@H]2C1)C(=O)NC1=C(C=C(C=C1)OC(F)(F)F)F (3aR,6aR)-5-cyano-N-(2-fluoro-4-(trifluoromethoxy)phenyl)hexahydropyrrolo[3,4-b]pyrrole-1(2H)-carboxamide